[(4-(aminomethyl)pyridin-3-yl)oxy]-N,N,2-trimethylpropan-2-amine NCC1=C(C=NC=C1)OCC(C)(N(C)C)C